3,6-dichloro-N-[(2-methoxyphenyl)methyl]pyridazin-4-amine ClC=1N=NC(=CC1NCC1=C(C=CC=C1)OC)Cl